CC(C=C)(CCC=C(CCC=C(C)C)C)O 3,7,11-TRIMETHYL-1,6,10-DODECATRIEN-3-OL